N,N'-bis-(β-hydroxyethyl)N,N'-bis-(4'-aminophenyl)ethylenediamine OCCN(CCN(C1=CC=C(C=C1)N)CCO)C1=CC=C(C=C1)N